C(C)(=O)[O-].C(C)(=O)[O-].NC(CCC(=O)[N-]CC1=CC=CC=C1)N diaminobutyroylbenzylamide diacetate